BrC1=NC=CC(=C1)C(CC)=O 1-(2-bromopyridin-4-yl)propan-1-one